(S)-1-(2-methylpiperazin-1-yl)ethan-1-one 2,2,2-trifluoroacetate FC(C(=O)O)(F)F.C[C@@H]1N(CCNC1)C(C)=O